1-methoxy-2,6-naphthyridine COC1=NC=CC2=CN=CC=C12